C(CCCCCC)OC1=CC=C(C=C1)S(=O)(=O)C=1C=NC2=CC=C(C=C2C1N1CCN(CC1)C)S(=O)C 3-((4-(heptyloxy)phenyl)sulfonyl)-4-(4-methylpiperazin-1-yl)-6-(methylsulfinyl)quinoline